COC1=NC=C(C=C1B(O)O)C1=CC=CC=C1 2-METHOXY-5-PHENYLPYRIDIN-3-YLBORONIC ACID